2-(3-Aminophenoxy)ethane-1-sulfonic acid NC=1C=C(OCCS(=O)(=O)O)C=CC1